2-(3-aminopropyl)-1,3-dihydroxypropane phosphoramidite P(O)(O)N.NCCCC(CO)CO